C/C/1=C/2\\[C@H]([C@]([C@@]([NH2+]2)([C@H]3[C@@H]([C@@](C(=N3)/C(=C\\4/[C@H](C(C(=N4)/C=C\\5/[C@H]([C@](C1=N5)(C)CC(=O)N)CCC(=O)[O-])(C)C)CCC(=O)[O-])/C)(C)CCC(=O)[O-])CC(=O)[O-])C)(C)CC(=O)N)CCC(=O)[O-] The molecule is tetraanion of hydrogenobyrinic acid a,c-diamide It is a conjugate base of a hydrogenobyrinic acid a,c-diamide and a hydrogenobyrinic acid a,c-diamide(2-).